C1(=CC=C(C=C1)C(C)O)C 1-(4-tolyl)ethan-1-ol